3-((2-chloro-6-fluorobenzyl)amino)-5-(2-chlorophenoxy)-4H-benzo[e][1,2,4]thiadiazine 1,1-dioxide ClC1=C(CNC2=NS(C3=C(N2)C(=CC=C3)OC3=C(C=CC=C3)Cl)(=O)=O)C(=CC=C1)F